(3S)-3-[[5-(2-Chloropyrimidin-5-yl)-3-pyridinyl]amino]pyrrolidine-1-carboxylic acid tert-butyl ester C(C)(C)(C)OC(=O)N1C[C@H](CC1)NC=1C=NC=C(C1)C=1C=NC(=NC1)Cl